NC(CC(=O)O)C(NC(C(OC(C)C)=O)C)=O 3-amino-3-{[1-oxo-1-(prop-2-yloxy)prop-2-yl]carbamoyl}propanoic acid